OC1=CC=C2C(=N1)C=C(N2)C=2C=C(C=CC2N2CCCC2)S(=O)(=O)N(C)C 3-(5-hydroxy-1H-pyrrolo[3,2-b]pyridin-2-yl)-N,N-dimethyl-4-(pyrrolidin-1-yl)benzenesulfonamide